The molecule is the carbohydrate acid derivative anion formed by loss of a proton from the carboxy group of N-acetyl-D-muramoyl-L-alanine; principal microspecies at pH 7.3. It is a hydroxy monocarboxylic acid anion and a carbohydrate acid derivative anion. It is a conjugate base of a N-acetyl-D-muramoyl-L-alanine. C[C@@H](C(=O)[O-])NC(=O)[C@@H](C)O[C@H]1[C@@H]([C@H](OC([C@@H]1NC(=O)C)O)CO)O